C1=C(C=CC2=CC=CC=C12)[Si](OC)(OC)OC 2-naphthyltrimethoxysilane